(4-(benzyloxy)-3-(methoxy-d)phenyl)methanol C(C1=CC=CC=C1)OC1=C(C=C(C=C1)CO)OC[2H]